C1(CC1)CCN(C1CCC(CC1)NCC(=O)O)C1=C2CN(C(C2=CC=C1)=O)C1C(NC(CC1)=O)=O {[(1r,4r)-4-[(2-cyclopropylethyl)[2-(2,6-dioxopiperidin-3-yl)-1-oxo-3H-isoindol-4-yl]amino]cyclohexyl]amino}acetic acid